1,8-bis(3-methylimidazolium-1-yl)octane dibromide [Br-].[Br-].C[N+]1=CN(C=C1)CCCCCCCCN1C=[N+](C=C1)C